COC1=C(C(=O)NS(=O)(=O)C2=C(C=CC=C2)C(=O)NC)C=CC=C1 2-methoxy-N-[[[(methylamino)carbonyl]-phenyl]sulfonyl]-benzamide